2-methyl-5-morpholinoimidazo[1,2-a]pyridin CC=1N=C2N(C(=CC=C2)N2CCOCC2)C1